N1[C@@H](CC1)COC=1C=NC=CC1C1=C(C=2C(NCCC2N1)=O)NC1=C(C(=CC=C1)Cl)OC 2-{3-[(2S)-azetidin-2-ylmethoxy]pyridin-4-yl}-3-[(3-chloro-2-methoxyphenyl)amino]-1H,5H,6H,7H-pyrrolo[3,2-c]pyridin-4-one